C1(CC1)C1=NN(C(=C1C(F)(F)F)C(=O)NC1=CC(=NC=C1)S(=O)(=N)C)CC1(CC(C1)C(F)(F)F)C 3-cyclopropyl-1-(((cis)-1-methyl-3-(trifluoromethyl)cyclobutyl)methyl)-N-(2-(S-methylsulfonimidoyl)pyridin-4-yl)-4-(trifluoromethyl)-1H-pyrazole-5-carboxamide